NC1=CC=C2C(=N1)CC[C@H]2NC([C@H](C)NC(=O)C2NCCC(=C2)C2=C(C=C(C=C2)F)C(F)F)=O N-((S)-1-(((R)-2-amino-6,7-dihydro-5H-cyclopenta[b]pyridin-5-yl)amino)-1-oxopropan-2-yl)-4-(2-(difluoromethyl)-4-fluorophenyl)-1,2,5,6-tetrahydropyridine-2-carboxamide